2,2-bis(trifluoromethyl)-1,3-propanediol diacrylate C(C=C)(=O)OCC(COC(C=C)=O)(C(F)(F)F)C(F)(F)F